N-((S)-1-((S)-4-(6-(6-(Difluoromethyl)imidazo[1,2-b]pyridazin-3-yl)pyrimidin-4-yl)morpholin-2-yl)ethyl)methanesulfonamide FC(C=1C=CC=2N(N1)C(=CN2)C2=CC(=NC=N2)N2C[C@H](OCC2)[C@H](C)NS(=O)(=O)C)F